resveratrol diacetate C(C)(=O)O.C(C)(=O)O.C1(=CC(O)=CC(O)=C1)C=CC1=CC=C(O)C=C1